N1(C=NC=C1)CCCNC(=O)C(C(=O)[O-])CCSCCC(=O)OCCCCCC(C)C 2-((3-(1H-imidazol-1-yl)propyl)carbamoyl)-4-((3-((6-methylheptyl)oxy)-3-oxopropyl)thio)butanoate